C(C)N(C\C=C/C1=C(C=CC(=C1)F)S(=O)(=O)NC1=CC=C2[C@@H]3[C@H](COC2=C1C(=O)O)C3(F)F)CC (1aR,7bS)-5-[2-((Z)-3-diethylaminoprop-1-enyl)-4-fluorobenzene-sulfonylamino]-1,1-difluoro-1,1a,2,7b-tetrahydrocyclopropa[c]chromene-4-carboxylic acid